ClC=1C=CC(=C(C1)C1=C(C=NN1CC(O)C1CCCC1)NC(=O)C=1C=NN2C1N=CC=C2)OC N-(5-(5-chloro-2-methoxyphenyl)-1-(2-cyclopentyl-2-hydroxyethyl)-1H-pyrazol-4-yl)pyrazolo[1,5-a]pyrimidine-3-carboxamide